C(#N)C1=CC=C(CNC(=O)C=2C(N(C3=C(N=CC=C3C2)OCC2(CC2)S(=O)(=O)C2COC2)C)=O)C=C1 N-(4-cyanobenzyl)-1-methyl-8-((1-(oxetan-3-ylsulfonyl)cyclopropyl)methoxy)-2-oxo-1,2-dihydro-1,7-naphthyridine-3-carboxamide